NC1=NC2=C(C=3N1N=C(N3)C=3OC=CC3)SC(N2CCN2CCN(CC2)C2=C(C=C(C(=C2)OCC2NCCOC2)F)F)=O 5-amino-3-(2-(4-(2,4-difluoro-5-(morpholin-3-ylmethoxy)-phenyl)piperazin-1-yl)ethyl)-8-(furan-2-yl)thiazolo[5,4-e][1,2,4]triazolo[1,5-c]pyrimidin-2(3H)-one